NC(CC[Sn])(N)N Tris(amino)propyl-tin